2,2'-bis(3-hydroxypropyloxy)-1,1'-binaphthyl OCCCOC1=C(C2=CC=CC=C2C=C1)C1=C(C=CC2=CC=CC=C12)OCCCO